OC=1C=C(C[C@H](CO)[C@H](CO)CC2=CC(=CC=C2)O)C=CC1 (2S,3R)-2,3-bis-(3-hydroxybenzyl)-butane-1,4-diol